5-(4-phenylbutanoyl)amino-3-(1-isopropyl-1,2,3,4-tetrahydropyridin-4-yl)pyrrolo[3,2-b]pyridine phenylbutyrate C1(=CC=CC=C1)OC(CCC)=O.C1(=CC=CC=C1)CCCC(=O)NC1=CC=C2C(=N1)C(=CN2)C2CCN(C=C2)C(C)C